ClC1=C(NC2=CC=C(C(=C12)Cl)F)C(=O)N1CCN(CC1)C(=O)[C@@H]1CN(CC1)C (S)-(3,4-dichloro-5-fluoro-1H-indol-2-yl)(4-(1-methylpyrrolidine-3-carbonyl)piperazin-1-yl)methanone